3,3'-((2-((2-carboxyethoxy)methyl)-2-(3-((1r,3r)-3-(3-methoxy-3-oxopropoxy)cyclobutoxy)propanamido)propane-1,3-diyl)bis(oxy))dipropanoic acid C(=O)(O)CCOCC(COCCC(=O)O)(COCCC(=O)O)NC(CCOC1CC(C1)OCCC(=O)OC)=O